2-{2-[(S)-amino(4,4-difluorocyclohexyl)methyl]-4-fluoro-1H-benzimidazol-5-yl}-N-(2,2-difluoropropyl)-4,4-difluorobutanamide N[C@H](C1=NC2=C(N1)C=CC(=C2F)C(C(=O)NCC(C)(F)F)CC(F)F)C2CCC(CC2)(F)F